8-bromo-3-cyclopropyl-2-mercapto-6-methyl-4H-pyrano[2,3-c]pyridin-4-one BrC=1N=C(C=C2C1OC(=C(C2=O)C2CC2)S)C